2-{[(tert-butoxycarbonyl)(methyl)amino]methyl}-4-[4-(1-{[5-(4-fluorophenoxy)pyridin-2-yl] carbamoyl}ethyl)-2,2-dimethylpiperazine-1-carbonyl]pyridin-1-ium-1-olate C(C)(C)(C)OC(=O)N(C)CC1=[N+](C=CC(=C1)C(=O)N1C(CN(CC1)C(C)C(NC1=NC=C(C=C1)OC1=CC=C(C=C1)F)=O)(C)C)[O-]